IC=1C=C(C(=O)NC=2SC3=C(N2)C=CC(=C3)C(=O)O)C=CN1 2-(2-iodoisonicotinamido)benzo[d]thiazole-6-carboxylic acid